lanthanum nitrate, hydrate O.[N+](=O)([O-])[O-].[La+3].[N+](=O)([O-])[O-].[N+](=O)([O-])[O-]